4-(indolin-5-ylsulfonyl)-N-(4-(trifluoromethyl)phenyl)piperazine-1-carboxamide N1CCC2=CC(=CC=C12)S(=O)(=O)N1CCN(CC1)C(=O)NC1=CC=C(C=C1)C(F)(F)F